2-((4-(7-((1-((4-acryloyl-1,4-diazepan-1-yl)sulfonyl)piperidin-4-yl)methyl)-2,7-diazaspiro[3.5]nonan-2-yl)pyrimidin-5-yl)oxy)-5-fluoro-N,N-diisopropylbenzamide C(C=C)(=O)N1CCN(CCC1)S(=O)(=O)N1CCC(CC1)CN1CCC2(CN(C2)C2=NC=NC=C2OC2=C(C(=O)N(C(C)C)C(C)C)C=C(C=C2)F)CC1